O=C1NC(CCC1NC1=CC=C(C=C1)C1CCN(CC1)CC1=CC=C(C=C1)C=1C=C2C(=NC=NN2C1)C1=CC(=C(C=C1)CNC(C1=CC=C(C=C1)CC)=O)C)=O N-[[4-[6-[4-[[4-[4-[(2,6-dioxo-3-piperidyl)amino]phenyl]-1-piperidyl]methyl]phenyl]pyrrolo[2,1-f][1,2,4]triazin-4-yl]-2-methyl-phenyl]methyl]-4-ethyl-benzamide